C(C)(C)(C)OC(=O)N1CCC(CC1)(C(CC)[N+](=O)[O-])CC(=O)OC 4-(2-methoxy-2-oxoethyl)-4-(1-nitropropyl)piperidine-1-carboxylic acid tert-butyl ester